5-((9-(3,3-dimethyl-2,3-dihydro-1H-pyrrolo[3,2-b]pyridine-1-carbonyl)-3,9-diazaspiro[5.5]undecan-3-yl)methyl)-2-fluorobenzonitrile CC1(CN(C=2C1=NC=CC2)C(=O)N2CCC1(CCN(CC1)CC=1C=CC(=C(C#N)C1)F)CC2)C